FC(S(=O)(=N)C=1C=CC(=NC1)CC1CC2(CN(C2)C(=O)OC(C)(C)C)C1)(F)F tert-Butyl 6-[[5-(trifluoromethylsulfonimidoyl)-2-pyridyl]methyl]-2-azaspiro[3.3]heptane-2-carboxylate